1-[(8aS)-6-chloro-5-(2-hydroxy-6-methoxyphenyl)-8a,9,11,12-tetrahydropyrazino[2',1':3,4][1,4]-oxazepino[5,6,7-de]quinazolin-10(8H)-yl]prop-2-en-1-one ClC1=C2C3=C(N=CN=C3C=C1C1=C(C=CC=C1OC)O)N1[C@H](CO2)CN(CC1)C(C=C)=O